N-(2-(anti-3,4-difluorocyclopentyl)-4-(2,5-difluorophenyl)pyridin-3-yl)-2-isopropylpyrimidine-5-carboxamide FC1CC(CC1F)C1=NC=CC(=C1NC(=O)C=1C=NC(=NC1)C(C)C)C1=C(C=CC(=C1)F)F